methyl 5-((4-(benzylamino)-5-(trifluoromethyl)pyrimidin-2-yl)amino)-2-bromobenzoate C(C1=CC=CC=C1)NC1=NC(=NC=C1C(F)(F)F)NC=1C=CC(=C(C(=O)OC)C1)Br